CN(CCCN1C(C(=CC=C1C(F)(F)F)C(=O)OCC)=O)C ethyl 1-[3-(dimethylamino)propyl]-2-oxo-6-(trifluoromethyl)-1,2-dihydropyridine-3-carboxylate